(2R,3R)-2-(2-chloro-3-methyl-phenyl)-1-(4-methoxyphenyl)pyrrolidin-3-ol ClC1=C(C=CC=C1C)[C@H]1N(CC[C@H]1O)C1=CC=C(C=C1)OC